2-mercaptobenzoimidazol SC=1NC2=C(N1)C=CC=C2